BrC1C(C2=CC=CC=C2CC1)=O bromo-3,4-dihydronaphthalen-1(2H)-one